FC1=C(CNC(=O)C2CCN(CC2)C2=NC=C(C=C2F)C(F)(F)F)C=CC(=C1C=1NC(C(=C(N1)C)F)=O)C(F)(F)F N-[2-fluoro-3-(5-fluoro-4-methyl-6-oxo-1,6-dihydropyrimidin-2-yl)-4-(trifluoromethyl)benzyl]-1-[3-fluoro-5-(trifluoromethyl)pyridin-2-yl]piperidine-4-carboxamide